1-(3-bromoprop-1-yn-1-yl)-4-(Trifluoromethyl)benzene BrCC#CC1=CC=C(C=C1)C(F)(F)F